trans-N-(5-(7'-Fluoro-3'-methyl-3-(methylamino)-2'-oxo-2',3'-dihydrospiro[cyclobutane-1,1'-pyrrolo[2,3-c]quinolin]-8'-yl)-2-(2-(isopropylamino)ethoxy)pyridin-3-yl)methanesulfonamide FC=1C(=CC=2C3=C(C=NC2C1)N(C(C31CC(C1)NC)=O)C)C=1C=C(C(=NC1)OCCNC(C)C)NS(=O)(=O)C